ethyl (1S,2S,3R,4S)-3-((2-chloropyrrolo[2,1-f][1,2,4]triazin-4-yl)amino)-5,5-difluorobicyclo[2.2.2]octane-2-carboxylate ClC1=NN2C(C(=N1)N[C@@H]1[C@H]([C@@H]3CC([C@H]1CC3)(F)F)C(=O)OCC)=CC=C2